BrC1=C(C=C(C=C1C)Br)C 2,5-dibromo-1,3-dimethyl-benzene